CC=1C=CC=C2C=CC=C(C12)N1CC=2N=C(N=C(C2CC1)N1C2C(CC1CC2)N)OC[C@H]2N(CCC2)C 7-(7-(8-methylnaphthalen-1-yl)-2-(((S)-1-methylpyrrolidin-2-yl)methoxy)-5,6,7,8-tetrahydropyrido[3,4-d]pyrimidin-4-yl)-7-azabicyclo[2.2.1]heptan-2-amine